propyl 5-[2-[6-(5-prop-2-enoyloxypentoxy)-2-naphthyl]ethynyl]-2-[6-[4-[2-[6-(5-prop-2-enoyloxypentoxy)-2-naphthyl]ethynyl]-2-propoxycarbonyl-phenoxy]hexoxy]benzoate C(C=C)(=O)OCCCCCOC=1C=C2C=CC(=CC2=CC1)C#CC=1C=CC(=C(C(=O)OCCC)C1)OCCCCCCOC1=C(C=C(C=C1)C#CC1=CC2=CC=C(C=C2C=C1)OCCCCCOC(C=C)=O)C(=O)OCCC